C1(CC1)C([C@@H](C(=O)NC1=NC(=C(C=C1)C=1C(=NN(C1C)COCC[Si](C)(C)C)C)F)NC(=O)C=1N(N=CC1)CCC)C1CC1 N-[(1S)-1-(dicyclopropylmethyl)-2-[[5-[3,5-dimethyl-1-(2-trimethylsilylethoxymethyl)pyrazol-4-yl]-6-fluoro-2-pyridyl]amino]-2-oxo-ethyl]-2-propyl-pyrazole-3-carboxamide